O1C=CC2=C1C=C(C=C2)S(=O)(=O)N2CC1(CCC1)C[C@H]2C |r| racemic-6-(benzofuran-6-ylsulfonyl)-7-methyl-6-azaspiro[3.4]octane